tert-Butyl [4-(4,4,5,5-tetramethyl-1,3,2-dioxaborolan-2-yl)-1H-pyrazol-1-yl]acetate CC1(OB(OC1(C)C)C=1C=NN(C1)CC(=O)OC(C)(C)C)C